hydroxyl-benzoxazole OC=1OC2=C(N1)C=CC=C2